4-(2'-chloro-[1,1'-biphenyl]-4-yl)-N-(pyridin-3-yl)butanamide ClC1=C(C=CC=C1)C1=CC=C(C=C1)CCCC(=O)NC=1C=NC=CC1